hydroxypropyl ether triacrylate C(C=C)(=O)O.C(C=C)(=O)O.C(C=C)(=O)O.OCCCOCCCO